C[C@@H](C#CC)NC(=O)C1=CC2=CC=CC(=C2C=C1)C1=CC=C(C=C1)C(F)(F)F (S)-N-(pent-3-yn-2-yl)-5-(4-(trifluoromethyl)phenyl)-2-naphthamide